C(C1=CC=CC=C1)S(=O)C1=CC=C(C=C1)C 1-(benzylsulfinyl)-4-methylbenzene